FC1=C(C=CC(=C1)Cl)NC(C(C)OC1=CC=C(C(=O)O)C=C1)=O 4-((1-((2-fluoro-4-chlorophenyl)amino)-1-oxopropan-2-yl)oxy)benzoic acid